C(C)(OC(C)(C)C)=N Tert-butyl acetate imine